[N+](=O)([O-])C1=CC=C(C(=O)OC2C(CCCC2)[Se]C2=CC=CC=C2)C=C1 2-(phenylselanyl)cyclohexyl 4-nitrobenzoate